3-Chloro-2-oxo-2H-[1,3'-bipyridin] ClC=1C(N(C=CC1)C=1C=NC=CC1)=O